tert-butyl 3'-fluoro-4'-[(1-{[4-(propan-2-yl)phenyl]carbamoyl}-D-prolyl)amino][1,1'-biphenyl]-4-carboxylate FC=1C=C(C=CC1NC([C@@H]1N(CCC1)C(NC1=CC=C(C=C1)C(C)C)=O)=O)C1=CC=C(C=C1)C(=O)OC(C)(C)C